C(C1=CC=CC=C1)OC=1C(=C2C=C(C=NC2=CC1)Br)/C=C/CCNC(=O)[C@H]1N(C(CC(C1)NC(OC(C)(C)C)=O)C)C tert-butyl ((2S)-2-(((E)-4-(6-(benzyloxy)-3-bromoquinolin-5-yl)but-3-en-1-yl)carbamoyl)-1,6-dimethylpiperidin-4-yl)carbamate